Cl.C(CCCCCCC)C(=O)N Octane-1-carboxamide hydrochloride